C(C)(=O)NC=1C=CC(=C(C(=O)NC2CCC(CC2)NC2=CC(=NC3=CC=C(C=C23)Cl)C(F)(F)F)C1)C 5-acetamido-2-methyl-N-[(1s,4s)-4-{[6-chloro-2-(trifluoromethyl)quinolin-4-yl]amino}cyclohexyl]benzamide